(morpholinodithio)benzothiazole O1CCN(CC1)SSC=1SC2=C(N1)C=CC=C2